N-(beta-aminoethyl)-gamma-aminopropyltriethoxysilane NCCNCCC[Si](OCC)(OCC)OCC